The molecule is a 2,3-trans-enoyl CoA(4-) obtained by deprotonation of the phosphate and diphosphate OH groups of (2E,11Z,14Z,17Z,20Z,23Z)-hexacosahexaenoyl-CoA; major species at pH 7.3. It is a conjugate base of a (2E,11Z,14Z,17Z,20Z,23Z)-hexacosahexaenoyl-CoA. CC/C=C\\C/C=C\\C/C=C\\C/C=C\\C/C=C\\CCCCCCC/C=C/C(=O)SCCNC(=O)CCNC(=O)[C@@H](C(C)(C)COP(=O)([O-])OP(=O)([O-])OC[C@@H]1[C@H]([C@H]([C@@H](O1)N2C=NC3=C(N=CN=C32)N)O)OP(=O)([O-])[O-])O